NC1=C(C(=CC=2N(C(=NC21)C)C)OC(F)F)C2=CC=CN1C(=CC=C21)C(=O)C2=CC(=C(C(=C2)F)F)F (8-(4-amino-6-(difluoromethoxy)-1,2-dimethyl-1H-benzo[d]imidazol-5-yl)indolizin-3-yl)(3,4,5-trifluorophenyl)methanone